bis(1-oxyl-2,2,6,6-tetramethyl-piperidin-4-yl) n-butylmalonate C(CCC)C(C(=O)OC1CC(N(C(C1)(C)C)O)(C)C)C(=O)OC1CC(N(C(C1)(C)C)O)(C)C